C1(CC1)CNC(O[C@H]1[C@H](NC[C@@H]1O)CC1=CC=C(C=C1)C=1N=NNC1)=O (2R,3S,4S)-4-hydroxy-2-{[4-(1H-1,2,3-triazol-4-yl)phenyl]methyl}pyrrolidin-3-yl N-(cyclopropylmethyl)carbamate